C1=CC=C(C=2OC3=C(C21)C=CC=C3)NC3=CC=2C(C1=CC=CC=C1C2C=C3)(C)C dibenzofuran-4-yl-(9,9-dimethyl-9H-fluoren-2-yl)-amine